C(C1=CC(=C(C(=C1)C(C)(C)C)O)C)C1=CC(=C(C(=C1)C(C)(C)C)O)C 4,4'-methylene-bis-(2-methyl-6-tert-butylphenol)